5-[[2-[(2S,5R)-2-(4-hydroxy-3,5-dimethyl-phenyl)-5-methyl-1-piperidyl]-2-oxo-acetyl]amino]pyridine-3-carboxamide OC1=C(C=C(C=C1C)[C@H]1N(C[C@@H](CC1)C)C(C(=O)NC=1C=C(C=NC1)C(=O)N)=O)C